isopropyl(6-{[4-(pyrazol-1-yl)benzyl](pyridin-3-ylsulfonyl)aminomethyl}pyridin-2-ylamino)acetate C(C)(C)OC(CNC1=NC(=CC=C1)C(NS(=O)(=O)C=1C=NC=CC1)CC1=CC=C(C=C1)N1N=CC=C1)=O